CS(=O)(=O)C=1C=C(CNC2=NC(=NC=C2C(F)(F)F)NC2=CC=C(C=C2)NC(C)=O)C=CC1 N-(4-((4-((3-(methylsulfonyl)benzyl)amino)-5-(trifluoromethyl)pyrimidin-2-yl)amino)phenyl)acetamide